3-vinyl-8-oxo-5-thia-1-azabicyclo[4.2.0]oct-2-ene-2-carboxylic acid trihydrate O.O.O.C(=C)C1=C(N2C(CC2SC1)=O)C(=O)O